Methyl 3-chloro-4-hydroxy-5-(1-(2-hydroxyethyl)-1H-imidazol-5-yl)-2-methylbenzoate ClC=1C(=C(C(=O)OC)C=C(C1O)C1=CN=CN1CCO)C